C1(=CC=C(C=C1)N1C=NC2=C1C=C(C=C2)C=2C=NC(=CC2)F)C2=CC=CC=C2 1-([1,1'-biphenyl]-4-yl)-6-(6-fluoropyridin-3-yl)-1H-benzo[d]imidazole